4-(prop-2-en-1-yl)-4H-1,2,4-triazol C(C=C)N1C=NN=C1